N-(3-(1H-Imidazol-1-yl)propyl)-2-chloro-5-(1-(difluoromethyl)-1H-pyrazol-3-yl)pyridin-4-amine N1(C=NC=C1)CCCNC1=CC(=NC=C1C1=NN(C=C1)C(F)F)Cl